S-(4-isopropylphenyl) 9-oxo-9H-thioxanthene-4-carbothioate O=C1C2=CC=CC=C2SC=2C(=CC=CC12)C(SC1=CC=C(C=C1)C(C)C)=O